C1(=CC=C(C=C1)CC(=O)N1C2=C(OCC1)C(=CN=C2)C2=CC=C(C#N)C=C2)C 4-(4-(2-(p-Tolyl)acetyl)-3,4-dihydro-2H-pyrido[4,3-b][1,4]oxazin-8-yl)benzonitrile